C(OC)(OCC(=C)C)=O methyl 2-methylprop-2-enyl carbonate